C(C1CO1)SCC1CO1 bis(2,3-epoxypropyl) thioether